C(C(=O)O)N(CP(=O)(O)O)CP(=O)(O)O The molecule is a tertiary amino compound that consists of glycine bearing two N-phosphonomethyl substituents. It has a role as a plant growth retardant. It is a glycine derivative, a member of phosphonic acids and a tertiary amino compound.